5-[1-[4-(2,6-Dibenzyloxy-3-pyridyl)-2-fluoro-phenyl]-3,6-dihydro-2H-pyridin-4-yl]-3-fluoro-2-methoxy-4-methyl-pyridine C(C1=CC=CC=C1)OC1=NC(=CC=C1C1=CC(=C(C=C1)N1CCC(=CC1)C=1C(=C(C(=NC1)OC)F)C)F)OCC1=CC=CC=C1